C(C1=CC=CC=C1)N1C2=C(C=CC(=C2C=2C(CCCC12)C(N)=O)OCC(=O)O)C [9-benzyl-4-carbamoyl-8-methyl-1,2,3,4-tetrahydrocarbazol-5-yl]oxyacetic acid